1-(3-fluorophenylethynyl)-2-(vinyloxy)benzene FC=1C=C(C=CC1)C#CC1=C(C=CC=C1)OC=C